(S)-2-Amino-3-(1H-indol-3-yl)propyl 7-(2-(4-fluoro-3-methylphenyl)pyridin-3-yl)imidazo[1,5-a]pyridine-3-carboxylate formic acid salt C(=O)O.FC1=C(C=C(C=C1)C1=NC=CC=C1C1=CC=2N(C=C1)C(=NC2)C(=O)OC[C@H](CC2=CNC1=CC=CC=C21)N)C